[1,4]diazepin-5(1H)-one hydrochloride Cl.N1CC=NC(C=C1)=O